(4-((4-chlorobenzyl)oxy)phenyl)-4,5,6,7-tetrahydrooxazolo[4,5-c]pyridine ClC1=CC=C(COC2=CC=C(C=C2)C=2OC3=C(CNCC3)N2)C=C1